C(C)(C)N(C(=O)C1=C(C=CC(=C1)F)N1C=C(C=2C1=CN=CC2)C(=O)C2CCN(CC2)C(=O)[C@H]2N([C@@H]1C[C@@H]([C@H]2C1)F)C(=O)OC(C)(C)C)C(C)C tert-butyl (1S,3S,4S,5S)-3-(4-(1-(2-(diisopropylcarbamoyl)-4-fluorophenyl)-1H-pyrrolo[2,3-c]pyridine-3-carbonyl)piperidine-1-carbonyl)-5-fluoro-2-azabicyclo[2.2.1]heptane-2-carboxylate